1-(2-(1,3-dioxan-2-yl)ethyl)-4-(4-benzhydryl-piperazin-1-yl)-3-nitro-1,5-naphthyridin-2(1H)-one O1C(OCCC1)CCN1C(C(=C(C2=NC=CC=C12)N1CCN(CC1)C(C1=CC=CC=C1)C1=CC=CC=C1)[N+](=O)[O-])=O